N-[2-(4-formylcyclohexyl)-6-(1-hydroxy-1-methyl-ethyl)indazol-5-yl]-6-(pentafluoro-sulfanyl)pyridine-2-carboxamide C(=O)C1CCC(CC1)N1N=C2C=C(C(=CC2=C1)NC(=O)C1=NC(=CC=C1)S(F)(F)(F)(F)F)C(C)(C)O